S(=O)(=O)(O)CCCCN1C(C(C=2C3=C(C=CC12)C=CC=C3)(C)C)C=CC=3C=NC1=CC=CC=C1C3 3-(4-sulfobutyl)-1,1-dimethyl-2-(2-(quinoline-3-yl)vinyl)-1H-benzo[e]indole